[1-(tert-butoxycarbonyl)-3-[(3,6-dimethylpyrazin-2-yl)amino] indazol-6-yl]-5'-methoxy-2'-oxospiro[cyclopropane-1,3'-indole]-1'-carboxylate C(C)(C)(C)OC(=O)N1N=C(C2=CC=C(C=C12)OC(=O)N1C(C2(C3=CC(=CC=C13)OC)CC2)=O)NC2=NC(=CN=C2C)C